3-(tetrahydrofuran-2-yl)benzenesulfonyl chloride O1C(CCC1)C=1C=C(C=CC1)S(=O)(=O)Cl